NC1=NC2=CC(=CC=C2C(=C1)NCCNC(OC)=O)C1=CC=NN1 methyl (2-((2-amino-7-(1H-pyrazol-5-yl)quinolin-4-yl)amino)ethyl)carbamate